NCCN(C(OCOP(=O)(OCC1=CC=CC=C1)OCC1=CC=CC=C1)=O)C ((bis(benzyloxy)phosphoryl)oxy)methyl (2-aminoethyl)(methyl)carbamate